2,4-dimethylpentadien CC(=C)C=C(C)C